COCCOCCOC1=CC=C(C=C1)CCN 2-(4-(2-(2-methoxyethoxy)ethoxy)phenyl)ethylamine